NS(=NC(CC=1C(=NC=C(C1C(C)C)F)C(C)C)=O)(=O)C=1SC=C(C1)C(C)(C)O N-(amino(4-(2-hydroxypropan-2-yl)thiophen-2-yl)(oxo)-λ6-sulfaneylidene)-2-(5-fluoro-2,4-diisopropylpyridin-3-yl)acetamide